4-[6-({5-[2-Ethoxy-6-(trifluoromethyl)pyridin-4-yl]-7-({[1-(ethoxymethyl)cyclopentyl]methyl}(methyl)amino)-1H-imidazo[4,5-b]pyridin-2-yl}carbamoyl)pyridin-3-yl]butanoic acid C(C)OC1=NC(=CC(=C1)C1=CC(=C2C(=N1)N=C(N2)NC(=O)C2=CC=C(C=N2)CCCC(=O)O)N(C)CC2(CCCC2)COCC)C(F)(F)F